2-methyl-N-[(1R)-1-[3-(2-methyl-4-pyridyl)-1,2,4-oxadiazol-5-yl]ethyl]-5-(trifluoromethyl)pyrazole-3-carboxamide CN1N=C(C=C1C(=O)N[C@H](C)C1=NC(=NO1)C1=CC(=NC=C1)C)C(F)(F)F